Di-benzocyclooctyn C1=CC=CC=2C#CCCC3=C(C21)C=CC=C3